C(C)OC(=O)C=1N=CNC1C(C)(C)C 5-(tert-butyl)-1H-imidazole-4-carboxylic acid ethyl ester